1,4-diisopropyl-1,4-diazabutadiene C(C)(C)N=CC=NC(C)C